(1S,2R,Z)-9-hydroxy-2-methyl-8,10-dioxo-N-(2,4,6-trifluorobenzyl)-3,6,8,10-tetrahydro-2H-1,7-methanopyrido[1,2-b][1,2,5]triazecine-11-carboxamide OC=1C(C(=CN2N3[C@@H](C\C=C/CN(C(C21)=O)C3)C)C(=O)NCC3=C(C=C(C=C3F)F)F)=O